O1[C@@H](CC1)CN1C=NC2=C1C=C(C=C2)C(=O)[O-] 1-(((S)-oxetan-2-yl)methyl)-1H-benzo[d]imidazol-6-carboxylate